5-isothiocyanato-3-(2-nitro-1-(thiophen-2-yl)ethyl)-2-phenyl-1H-indole N(=C=S)C=1C=C2C(=C(NC2=CC1)C1=CC=CC=C1)C(C[N+](=O)[O-])C=1SC=CC1